O1[C@@H](CC1)CN1C(=NC=2C1=NC(=CC2)C(=O)OCC)CN2CCC(CC2)C2=CC=CC=1OC(COC12)C1=CC=CC=C1 ethyl 3-((S)-oxetan-2-ylmethyl)-2-((4-(2-phenyl-2,3-dihydrobenzo[b][1,4]dioxin-5-yl) piperidin-1-yl)methyl)-3H-imidazo[4,5-b]pyridine-5-carboxylate